Cl.C(C)N1CCN(CC1)C1=CC(=NC(=N1)C)NC=1SC(=CN1)C=1C=NC=CC1 [6-(4-Ethyl-piperazin-1-yl)-2-methyl-pyrimidin-4-yl]-(5-pyridin-3-yl-thiazol-2-yl)-amine hydrochloride salt